(S)-2-((tert-butoxycarbonyl)amino)-4-((3,3-difluoropropyl)(4-(5,6,7,8-tetrahydro-1,8-naphthyridin-2-yl)butyl)amino)butanoic acid C(C)(C)(C)OC(=O)N[C@H](C(=O)O)CCN(CCCCC1=NC=2NCCCC2C=C1)CCC(F)F